OC1=C2C(C=C(OC2=C(C(=C1)OCC1=CC=CC=C1)OC(C(C)=O)C(C)=O)C1=CC=C(C=C1)F)=O 3-((5-hydroxy-7-benzyloxy-2-(4-fluorophenyl)-4-oxo-4H-chromen-8-yl)oxy)pentane-2,4-dione